4-((1H-pyrazol-1-yl)methyl)-N-((5-(tert-butyl)-2-methoxyphenyl)sulfonyl)-3-ethoxybenzamide N1(N=CC=C1)CC1=C(C=C(C(=O)NS(=O)(=O)C2=C(C=CC(=C2)C(C)(C)C)OC)C=C1)OCC